OC=1C=C2C(C=C(OC2=CC1)C(=O)NCC1(CCCCC1)O)=O 6-Hydroxy-N-[(1-hydroxycyclohexyl)methyl]-4-oxo-chromen-2-carboxamid